C(CCC)B(O)O n-Butyl-boronic acid